BrC1=CC=C(C=C1)C(F)(F)F bromo-4-(trifluoromethyl)benzene